P(=O)(OCC1=CC=CC=C1)(OCC1=CC=CC=C1)OC1CCNCC1 Dibenzyl piperidin-4-yl phosphate